4-amino-N,2-dimethyl-benzamide NC1=CC(=C(C(=O)NC)C=C1)C